(R)-N-((S)-1-(7-fluoroquinolin-6-yl)ethyl)-2-methylpropan-2-sulfinamide FC1=C(C=C2C=CC=NC2=C1)[C@H](C)N[S@](=O)C(C)(C)C